NC1=NC=2C(=CC(=CC2C=2N1N=C(N2)[C@@H]2CC[C@@H](N(C2)C(=O)C2=CC=C(C=C2)C2(CC2)O)C)F)F [(2S,5R)-5-(5-amino-7,9-difluoro[1,2,4]triazolo[1,5-c]quinazolin-2-yl)-2-methylpiperidin-1-yl][4-(1-hydroxycyclopropyl)phenyl]methanone